2-(2H-1,2,3-triazol-4-yl)propan-2-ol N=1NN=C(C1)C(C)(C)O